2-(2'-hydroxy-3'-methyl-5'-tert-butylphenyl)benzotriazole OC1=C(C=C(C=C1C)C(C)(C)C)N1N=C2C(=N1)C=CC=C2